2-(4-Fluorophenyl)-7-(piperazin-1-yl)-4H-pyrido[1,2-a]pyrimidin-4-one FC1=CC=C(C=C1)C=1N=C2N(C(C1)=O)C=C(C=C2)N2CCNCC2